NC=1N=NC(=CC1N1C[C@H](OCC1)C1=CC(=C(C(=O)O)C=C1)C)C1=C(C=CC=C1)O (R)-4-(4-(3-Amino-6-(2-hydroxyphenyl)pyridazin-4-yl)morpholin-2-yl)-2-methylbenzoic acid